3-(4-(2,5-dihydro-1H-pyrrol-3-yl)-3-(trifluoromethyl)phenyl)-5-(4-(2,5-dihydro-1H-pyrrol-3-yl)phenyl)-4-methyl-4H-1,2,4-triazole N1CC(=CC1)C1=C(C=C(C=C1)C1=NN=C(N1C)C1=CC=C(C=C1)C=1CNCC1)C(F)(F)F